3-(3-(4-(Chloromethyl)phenyl)-6-fluoro-3H-imidazo[4,5-b]pyridin-2-yl)pyridin-2-amine ClCC1=CC=C(C=C1)N1C(=NC=2C1=NC=C(C2)F)C=2C(=NC=CC2)N